rac-6-(2-ethoxyphenyl)-3-[(2R,4R)-4-hydroxy-2-methylpiperidin-1-yl]pyridine-2-carbonitrile C(C)OC1=C(C=CC=C1)C1=CC=C(C(=N1)C#N)N1[C@@H](C[C@@H](CC1)O)C |r|